(S)-1-cyano-N-(6-phenylpyridin-2-yl)pyrrolidine-3-carboxamide C(#N)N1C[C@H](CC1)C(=O)NC1=NC(=CC=C1)C1=CC=CC=C1